tert-butyl 9,9-difluoro-2,7-diazaspiro[4.4]nonane-2-carboxylate FC1(CNCC12CCN(C2)C(=O)OC(C)(C)C)F